N[C@H]1CN(CCC1)CC1=CC(=NC=C1)C(=O)N(C1=CC=C(C=C1)C1=CC2=C(N=CN=C2N2CCOCC2)N1)C (R)-4-((3-aminopiperidin-1-yl)methyl)-N-methyl-N-(4-(4-morpholino-7H-pyrrolo[2,3-d]pyrimidin-6-yl)phenyl)picolinamide